FC=1C(=C(C=CC1F)[C@@H]1[C@H](O[C@]([C@H]1C)(C(F)(F)F)C)C(=O)NC1=CC(=NC=C1C)C(=O)N)OC 4-[[(2S,3R,4S,5R)-3-(3,4-difluoro-2-methoxy-phenyl)-4,5-dimethyl-5-(trifluoromethyl)tetrahydrofuran-2-carbonyl]amino]-5-methyl-pyridine-2-carboxamide